C(CCCCCCCCC(=O)O)(=O)O.C(CCCCCCCCCCCCCCCCC)C(C(=O)N)(CCCC)CCCCCCCCCCCCCCCCCC distearyl-hexanamide sebacate